C(#C)C1C(C12CCN(CC2)C(=O)OC(C)(C)C)(F)F Tert-Butyl 2-ethynyl-1,1-difluoro-6-azaspiro[2.5]octane-6-carboxylate